CC([O-])C.CC([O-])C.CC([O-])C.CC([O-])C.[Zr+4] zirconium(IV) tetraisopropoxide